IC=1SC2=C(N(C=3C(N(N=CC32)CC3=CC(=CC=C3)OC)=O)C)N1 2-iodo-6-(3-methoxybenzyl)-4-methyl-4H-thiazolo[5',4':4,5]pyrrolo[2,3-d]pyridazin-5(6H)-one